2,2-dipentylheptyl 9-((4-(dimethylamino) butanoyl) oxy)hexadecanoate CN(CCCC(=O)OC(CCCCCCCC(=O)OCC(CCCCC)(CCCCC)CCCCC)CCCCCCC)C